5-amino-6-(5-methyl-1H-indazol-4-yl)-2-(2-(pyrimidin-2-ylamino)phenyl)pyrimidine-4-carboxamide NC=1C(=NC(=NC1C1=C2C=NNC2=CC=C1C)C1=C(C=CC=C1)NC1=NC=CC=N1)C(=O)N